N-methyl-2-(3-pyridinyl)-1H-benzo[d]imidazole-5-carboxamide hydrochloride Cl.CNC(=O)C1=CC2=C(NC(=N2)C=2C=NC=CC2)C=C1